N(=[N+]=[N-])CC1=CC(=NN1C1=CC(=C2C(=N1)N(C=N2)CCOC)N2CCOCC2)C=2C=C(C=CC2)C 4-(5-(5-(azidomethyl)-3-(m-tolyl)-1H-pyrazol-1-yl)-3-(2-methoxyethyl)-3H-imidazo[4,5-b]pyridin-7-yl)morpholine